C(=O)=O Carbon di-Oxide